C1(CC1)C1=C(C(=CC(=C1)F)C(F)(F)F)CC(=O)O 2-[2-cyclopropyl-4-fluoro-6-(trifluoromethyl)phenyl]acetic acid